3-(2-(difluoromethoxy)-6-methylpyridin-3-yl)-1-((1s,3s)-3-(hydroxymethyl)cyclobutyl)-1-(2-isopropylphenyl)urea FC(OC1=NC(=CC=C1NC(N(C1=C(C=CC=C1)C(C)C)C1CC(C1)CO)=O)C)F